[C-]#N.C(CCCCCCCCC)[N+]1(CCCC1)CC 1-Decyl-1-ethylpyrrolidinium cyanid